C[C@@H](CN1CCCC1)C1=NC2=CC=CC=C2C(=N1)N [(1S)-1-methyl-2-pyrrolidin-1-yl-ethyl]quinazolin-4-amine